2-(3-fluoro-4-(7-((1-methylpiperidin-4-yl)carbamoyl)benzo[d]imidazo[2,1-b]thiazol-2-yl)phenyl)pyrrolidine-1-carboxylic acid tert-butyl ester C(C)(C)(C)OC(=O)N1C(CCC1)C1=CC(=C(C=C1)C=1N=C2SC3=C(N2C1)C=CC(=C3)C(NC3CCN(CC3)C)=O)F